C1(CC1)S(=O)(=O)C1=CC(=C(C=C1)NCC#CC=1N=C2N(C=CC=C2N[C@H]2[C@H](CN(CC2)C)F)C1CC(F)(F)F)OC (3S,4R)-N-[2-(3-{[4-(cyclopropanesulfonyl)-2-methoxyphenyl]amino}prop-1-yn-1-yl)-3-(2,2,2-trifluoroethyl)imidazo[1,2-a]pyridin-8-yl]-3-fluoro-1-methylpiperidin-4-amine